N[C@H](C(=O)O)CC1=CC(=C(C(=C1)I)OC1=CC(=C(C=C1)O)I)I.C(=CC)N1CCC(CC1)C1=CC=C(C(=N1)C1=C(C=CC=C1)OC1=CC=CC=C1)C(=O)N 6-(1-propenylpiperidin-4-yl)-2-(phenoxyphenyl)pyridine-3-carboxamide (2S)-2-amino-3-[4-(4-hydroxy-3-iodophenoxy)-3,5-diiodophenyl]propanoate